4-fluoro-3-(hydroxymethyl)benzene-1-carbonitrile FC1=C(C=C(C=C1)C#N)CO